N-(4-(4-(2-(6,6-difluoro-3-azabicyclo[3.1.0]hexane-3-yl)-6-methylpyridin-4-yl)-1H-pyrazol-1-yl)-3-(6-azaspiro[2.5]octane-6-yl)phenyl)-2-hydroxyethane-1-sulfonamide FC1(C2CN(CC12)C1=NC(=CC(=C1)C=1C=NN(C1)C1=C(C=C(C=C1)NS(=O)(=O)CCO)N1CCC2(CC2)CC1)C)F